CC(C(=O)OC1=CC(=CC2=CC=C(C(=C12)CC)F)OCOC)(C)C [8-ethyl-7-fluoro-3-(methoxymethoxy)-1-naphthyl] 2,2-dimethylpropanoate